N1=C(C=CC=C1)N1C=C(C(C2=CC(=C(C(=C12)Cl)N(C)C1CC1)F)=O)C(=O)O 1-(2-pyridinyl)-8-chloro-6-fluoro-1,4-dihydro-7-(cyclopropyl-(methyl)amino)-4-oxo-3-quinolinecarboxylic acid